C=O r-formaldehyde